OC1=CC=C(C=C1)C=1C=CC(=CC1)O 6,6'-dihydroxyl-3,3'-biphenyl